CN1C(C2=C(C(=C1)C1=C(C=CC(=C1)S(=O)(=O)C)OC=1C=C3C(CCC3=CC1)=O)C=CN2)=O 6-methyl-4-{5-(methylsulfonyl)-2-[(3-oxo-2,3-dihydro-1H-inden-5-yl)oxy]phenyl}-1,6-dihydro-7H-pyrrolo[2,3-c]pyridin-7-one